(2R,4aR,7R)-7-((bis(methyl-d3)amino)methyl)-12-chloro-11-(5-chloro-1H-indazol-4-yl)-10-fluoro-2-Methyl-2,3,4,4a,6,7-hexahydro-8-oxa-3,5a,9,13c-tetraazanaphtho[3,2,1-de]anthracene C([2H])([2H])([2H])N(C([2H])([2H])[2H])C[C@H]1OC=2N=C3C(=C(C(=CC3=C3C2N(C1)C[C@H]1CN[C@@H](CN13)C)Cl)C1=C3C=NNC3=CC=C1Cl)F